4-(4-chloro-5-hydroxy-6-methoxy-isoindolin-2-yl)-4-oxobutanoic acid ethyl ester C(C)OC(CCC(=O)N1CC2=CC(=C(C(=C2C1)Cl)O)OC)=O